FC(C(=O)O)(F)F.C(#N)C1(CCN(CC1)C(=O)C=1C=C(C(=O)O)C(=CN1)C)C1=CC=CC=C1 2-(4-cyano-4-phenylpiperidine-1-carbonyl)-5-methylisonicotinic acid, 2,2,2-trifluoroacetate salt